3-bromo-5-(trifluoromethyl)-1H-indazole BrC1=NNC2=CC=C(C=C12)C(F)(F)F